OC1=C(C=C(C=C1)C1=[O+]C=2C=C(C=C(C2C=C1O)O)O)OC 2-(4-hydroxy-3-methoxyphenyl)chromenylium-3,5,7-triol